1-[2-(methylsulfanyl)-5-[2-(triisopropylsilyl)ethynyl]pyrido[2,3-d]pyrimidin-7-yl]pyrrole CSC=1N=CC2=C(N1)N=C(C=C2C#C[Si](C(C)C)(C(C)C)C(C)C)N2C=CC=C2